CN1C[C@H](CCC1)NC(=O)C1=NN2C(N=C(C=C2N2CCOCC2)N2N=C(C=C2)C=2C=C(C=CC2)C)=C1 N-[(3S)-1-methyl-3-piperidyl]-7-morpholino-5-[3-(m-tolyl)pyrazol-1-yl]pyrazolo[1,5-a]pyrimidine-2-carboxamide